ClC=1C=C(C2=C(N1)N(C=C2)COCC[Si](C)(C)C)N[C@@H](COC)C (R)-6-chloro-N-(1-methoxypropane-2-yl)-1-((2-(trimethylsilyl)ethoxy)methyl)-1H-pyrrolo[2,3-b]pyridin-4-amine